3-chloro-4-[[(3R,5R)-5-[4-(hydroxymethyl)phenyl]-1-methyl-3-piperidyl]amino]-1-methyl-pyridin-2-one ClC=1C(N(C=CC1N[C@H]1CN(C[C@H](C1)C1=CC=C(C=C1)CO)C)C)=O